FC1=C(C=CC(=C1)C)C1=NN2C(CN(CC2)C(C=C)=O)=C1C1=CC=NC=C1 1-[2-(2-fluoro-4-methylphenyl)-3-(pyridin-4-yl)-6,7-dihydropyrazolo[1,5-a]pyrazin-5(4H)-yl]prop-2-en-1-one